OC=1C=CC(=NC1)NC(=O)C1=CC=C(C=C1)C1=CC=CC=C1 N-(5-hydroxypyridin-2-yl)-(1,1'-biphenyl)-4-carboxamide